C(C)C(/C(/C(=O)O)=C\C(=O)O)CC.C/C(/C(C(=O)OCC)C(=O)OCC)=C\C diethyl (E)-2-methylbut-2-enedicarboxylate (diethyl mesaconate)